ethyl (2,4,6-trimethylbenzoyl)-phenyl phosphonate P(OCC)(OC1=C(C=CC=C1)C(C1=C(C=C(C=C1C)C)C)=O)=O